triethylene glycol di(2-ethyl propionate) C(C)C(C(=O)OCCOCCOCCOC(C(C)CC)=O)C